N-[2-[1-(2-isoindolin-2-yl-6-methyl-4-oxo-chromen-8-yl)ethylamino]phenyl]sulfonyl-2-phenyl-acetamide C1N(CC2=CC=CC=C12)C=1OC2=C(C=C(C=C2C(C1)=O)C)C(C)NC1=C(C=CC=C1)S(=O)(=O)NC(CC1=CC=CC=C1)=O